pyridine-2-yl-2'-chloro-5'-methoxy-6-methyl-[4,4'-bipyridine]-3-carboxamide N1=C(C=CC=C1)C1=NC(=CC(=C1C(=O)N)C1=CC(=NC=C1OC)Cl)C